Diiodine II